C(C1=CC=CC=C1)OC(=O)N[C@@H](C(C1CC1)C1CC1)C=1N=C2N(N=CC(=C2)CC2(C(NC[C@@H](C2)C(F)(F)F)=O)C(=O)OC)C1 methyl (5R)-3-((2-((S)-1-(((benzyloxy)carbonyl)amino)-2,2-dicyclopropylethyl)imidazo[1,2-b]pyridazin-7-yl)methyl)-2-oxo-5-(trifluoromethyl)piperidine-3-carboxylate